(3R)-4-amino-N-((4R)-7-bromo-3,4-dihydro-1H-2-benzopyran-4-yl)-N,3-dimethyl-1,3-dihydrofuro[3,4-c]quinoline-8-carboxamide NC1=NC=2C=CC(=CC2C2=C1[C@H](OC2)C)C(=O)N(C)[C@H]2COCC1=C2C=CC(=C1)Br